FC1(CC(CC1)NC1=NC(=NC(=N1)NC1CC2=CC=C(C=C2C1)F)C1=NC(=CC=C1)C(F)(F)F)F N2-(3,3-difluorocyclopentyl)-N4-(5-fluoro-2,3-dihydro-1H-inden-2-yl)-6-(6-(trifluoromethyl)pyridin-2-yl)-1,3,5-triazine-2,4-diamine